[H-].[NH4+].[Al] aluminum ammonium hydride